methyl 2-bromo-4-(2-methoxy-2-carbonylethyl)benzoate BrC1=C(C(=O)OC)C=CC(=C1)CC(=C=O)OC